N-(cyclopropyl-(2-(methylsulfonyl)pyrimidin-4-yl)methyl)-4,4,4-trifluorobutanamide C1(CC1)C(NC(CCC(F)(F)F)=O)C1=NC(=NC=C1)S(=O)(=O)C